FC1=C(C=CC(=C1)[C@H](C)N=C=O)C(F)(F)F 2-Fluoro-4-[(1S)-1-isocyanatoethyl]-1-(trifluoromethyl)benzene